4-(difluoromethyl)-N-[4-fluoro-5-[6-[(2R,6S)-2,6-dimethylmorpholin-4-yl]pyridin-3-yl]-2-[(3R,5S)-3,4,5-trimethylpiperazin-1-yl]phenyl]-1-methyl-6-oxopyridine-3-carboxamide FC(C=1C(=CN(C(C1)=O)C)C(=O)NC1=C(C=C(C(=C1)C=1C=NC(=CC1)N1C[C@H](O[C@H](C1)C)C)F)N1C[C@H](N([C@H](C1)C)C)C)F